4-(3-acetyl-2-methyl-5-((trimethylsilyl)ethynyl)-1H-pyrrol-1-yl)benzonitrile C(C)(=O)C1=C(N(C(=C1)C#C[Si](C)(C)C)C1=CC=C(C#N)C=C1)C